O1CCC=2C1=CC=CC2S(=O)(=O)N2C=C(C=C2C2=C(C=CC=C2)F)CN(C(OC(C)(C)C)=O)C tert-butyl N-{[1-(2,3-dihydro-1-benzofuran-4-sulfonyl)-5-(2-fluorophenyl)-1H-pyrrol-3-yl]methyl}-N-methylcarbamate